(1-(4-cyano-3-(naphthalene-2-yl)-1H-pyrazolo[3,4-d]pyrimidin-6-yl)-4-methylpiperidin-4-yl)carbamate C(#N)C1=C2C(=NC(=N1)N1CCC(CC1)(C)NC([O-])=O)NN=C2C2=CC1=CC=CC=C1C=C2